FC1=C(C(=CC(=C1)OC)F)[C@@H]1[C@H](C(NC1)=O)NC(=O)NC1=CC=CC=C1 |o1:10,11| (+)-1-[(3R*,4S*)-4-(2,6-difluoro-4-methoxy-phenyl)-2-oxo-pyrrolidin-3-yl]-3-phenylurea